BrC1=C(C=2CCCC2C(=C1)F)N 5-bromo-7-fluoro-2,3-dihydro-1H-inden-4-amine